N[C@](COC1=C(C=C(C=C1)C1=CC=NC(=C1C(=O)O)C)C(F)(F)F)(CC(C)C)C (S)-4-(4-((2-amino-2,4-dimethylpentyl)oxy)-3-(trifluoromethyl)phenyl)-2-methylnicotinic acid